BrC=1C=CC(=C(C1)O)[N+](=O)[O-] 5-bromo-2-nitro-phenol